6-chloro-N-[(3R)-1-(2-methoxyethyl)-3-piperidyl]-5-methyl-1,2,4-triazin-3-amine ClC1=C(N=C(N=N1)N[C@H]1CN(CCC1)CCOC)C